S1C2=C(C=C1)C=C(C=C2)CNC(=O)[C@@H]2CN(CCC2)C=2C=1C(N=CN2)=NN(C1)C1=CC(=C(C=C1)C)F (S)-N-(benzo[b]thiophen-5-ylmethyl)-1-(2-(3-fluoro-4-methylphenyl)-2H-pyrazolo[3,4-d]pyrimidin-4-yl)piperidine-3-carboxamide